α-hydroxymethyl-styrene Tert-butyl-(5-(7-nitro-1H-indazol-5-yl)pyridin-2-yl)carbamate C(C)(C)(C)N(C(O)=O)C1=NC=C(C=C1)C=1C=C2C=NNC2=C(C1)[N+](=O)[O-].OCC(=C)C1=CC=CC=C1